sodium octylphenoxy acetate C(C)(=O)OOC1=C(C=CC=C1)CCCCCCCC.[Na]